C(C)(C)OC(CCCCCCCCCCC)=O dodecanoic acid isopropyl ester